C([O-])([O-])=O.[Na+].O=C(O)CN(C)C(N)=N.[Na+] creatine sodium carbonate